Methyl (S)-2-(4-(6-((5-bromothiophen-2-yl)methoxy)pyridin-2-yl)-2,5-difluorobenzyl)-1-(oxetan-2-ylmethyl)-1H-benzo[d]imidazole-6-carboxylate BrC1=CC=C(S1)COC1=CC=CC(=N1)C1=CC(=C(CC2=NC3=C(N2C[C@H]2OCC2)C=C(C=C3)C(=O)OC)C=C1F)F